1'-(6-amino-5-((2-amino-3-chloro-pyridin-4-yl)thio)pyrazin-2-yl)hexa-hydro-1H-spiro[pentalene-2,4'-piperidin]-1-amine NC1=C(N=CC(=N1)N1CCC2(CC1)C(C1CCCC1C2)N)SC2=C(C(=NC=C2)N)Cl